(2,2-difluoroethyl)(2-hydroxyethyl)carbamic acid tert-butyl ester C(C)(C)(C)OC(N(CCO)CC(F)F)=O